CC1(CC1)C(C)=O 1-(1-methylcyclopropyl)ethanone